3-chloro-5-methanesulfonylbenzoic acid ClC=1C=C(C(=O)O)C=C(C1)S(=O)(=O)C